(R)-2-(4-((3-oxo-7-(trifluoromethyl)isoindolin-5-yl)methyl)morpholin-2-yl)acetonitrile O=C1NCC2=C(C=C(C=C12)CN1C[C@H](OCC1)CC#N)C(F)(F)F